CC(C(C)(C)OC(C(CC)(C)C)(C)C)(CC)C tetramethylbutyl ether